C1(CCCC1)C1=NC=CC(=C1)B(O)O 2-(CYCLOPENTYL)PYRIDINE-4-BORONIC ACID